NC(=O)C1=CC=CC2=CN(N=C12)C1=CC=C(C[NH+]2CCC(CC2)CC2=CC=CC=C2)C=C1 1-{4-[7-(aminocarbonyl)-2H-indazole-2-yl]benzyl}-4-benzylpiperidinium